6-chloro-4-(6-spiro[5H-furo[3,4-b]pyridine-7,4'-piperidine]-1'-yl-3-pyridyl)pyrazolo[1,5-a]pyrazine-3-carbonitrile ClC=1N=C(C=2N(C1)N=CC2C#N)C=2C=NC(=CC2)N2CCC1(CC2)OCC=2C1=NC=CC2